3-methyl-4-((5-(1-methyl-1H-pyrrol-3-yl)-1H-pyrazol-3-yl)amino)phenol CC=1C=C(C=CC1NC1=NNC(=C1)C1=CN(C=C1)C)O